2-propenyl-1-(2-ethoxyethyl)oxyethane C(=CC)CCOCCOCC